(2R)-2-[3-(3-fluoroazetidin-1-yl)phenyl]-2-methoxy-N-[5-[[(3R)-1-(1,2,4-triazin-3-yl)pyrrolidin-3-yl]amino]-1,3,4-thiadiazol-2-yl]acetamide FC1CN(C1)C=1C=C(C=CC1)[C@H](C(=O)NC=1SC(=NN1)N[C@H]1CN(CC1)C=1N=NC=CN1)OC